C(CCCCCCCCCCCCCCCCCCCCCCC)NC(=S)SSC(=S)N tetraeicosylthiuram disulfide